C(CC(=O)C)(=O)S(=O)(=O)[O-] acetoacetylsulfonate